3-butyl-5-(3,5-dihydroxybenzylidene)-1-methyl-2-selenoxoimidazolidin-4-one C(CCC)N1C(N(C(C1=O)=CC1=CC(=CC(=C1)O)O)C)=[Se]